C(C)(C)(C)OC(=O)N1C(CCC1)C(O)C1=C(C=CC(=C1)F)CCCO[Si](C)(C)C(C)(C)C 2-((2-(3-(t-Butyldimethylsilyloxy)propyl)-5-fluorophenyl)(hydroxy)-methyl)pyrrolidine-1-carboxylic acid tert-butyl ester